C(C)(C)(C)OC(=O)N1CCN(CC1)C1=CC=C(C=C1)C1=C(C=C(C=C1)NC(=O)NCCC=1C=NC=CC1)C#CC1=CC=C(C=C1)F.C1(CCC(=CC1)C(C)C)C para-menthaneN tert-butyl-4-(2'-((4-fluorophenyl)ethynyl)-4'-(3-(2-(pyridin-3-yl)ethyl)ureido)-[1,1'-biphenyl]-4-yl)piperazine-1-carboxylate